2-(4-(2-methyl-2H-tetrazol-5-yl)phenyl)ethylamine CN1N=C(N=N1)C1=CC=C(C=C1)CCN